N1=CN=C2NC=NC2=C1C=1C(=NC=CC1)NC=1C=C(C=CC1C)NC(C1=CC(=NC=C1)C1COC1)=O N-(3-((3-(9H-purin-6-yl)pyridin-2-yl)amino)-4-methylphenyl)-2-(oxetan-3-yl)isonicotinamide